FC(C(F)(F)F)F 1,1,2-trifluoro-2,2-difluoroethane